N-ethyl-2-aminobutane-1-ol C(C)NC(CO)CC